N1=C(C=CC2=CC=CC=C12)COC1=C(C=CC=C1)CCCC 4-[(quinoline-2-yl)methoxyphenyl]butan